C(C)(C)C1N2C(C3=CC(=C(C=C3C1)C=1C=NN(C1)CCOC)OC)=CC(C(=C2)C(=O)O)=O 6-isopropyl-10-methoxy-9-[1-(2-methoxyethyl)-1H-pyrazol-4-yl]-2-oxo-6,7-dihydro-2H-pyrido[2,1-a]isoquinoline-3-carboxylic acid